NC=1C2=C(N=CN1)N(C(=C2C=2C=NC1=CC=CC=C1C2)C#C)C21CCC(CC2)(C1)NC(=O)C1=CC=NN1C N-(4-(4-Amino-6-ethynyl-5-(quinolin-3-yl)-7H-pyrrolo[2,3-d]pyrimidin-7-yl)bicyclo-[2.2.1]heptan-1-yl)-1-methyl-1H-pyrazole-5-carboxamide